2-({4-[2-(4-Cyano-2-fluorophenyl)-2-methyl-1,3-benzodioxol-4-yl]piperidin-1-yl}methyl)-1-[(2S)-oxetan-2-ylmethyl]-1H-benzimidazol C(#N)C1=CC(=C(C=C1)C1(OC2=C(O1)C=CC=C2C2CCN(CC2)CC2=NC1=C(N2C[C@H]2OCC2)C=CC=C1)C)F